2-((tert-butyldimethylsilyl)oxy)-N-(4-(pentafluoro-λ6-sulfaneyl)benzyl)ethan-1-amine [Si](C)(C)(C(C)(C)C)OCCNCC1=CC=C(C=C1)S(F)(F)(F)(F)F